FC1(OC2=C(O1)C=CC(=C2)OCC(=O)N2CC1N(C(C3=C(NC1=O)C=CC(=C3)C3=CC(=CC=C3)C(F)(F)F)=O)CC2)F 2-(2-((2,2-difluorobenzo[d][1,3]dioxol-5-yl)oxy)acetyl)-8-(3-(trifluoromethyl)phenyl)-1,3,4,12a-tetrahydrobenzo[e]pyrazino[1,2-a][1,4]diazepine-6,12(2H,11H)-dione